4-(6-(4-bromophenyl)-7-((2-(trimethylsilyl)ethoxy)methyl)-7H-pyrrolo[2,3-d]pyrimidin-4-yl)morpholine BrC1=CC=C(C=C1)C1=CC2=C(N=CN=C2N2CCOCC2)N1COCC[Si](C)(C)C